1-bromo-3-fluoro-5-(trifluoromethylsulfanyl)benzene BrC1=CC(=CC(=C1)SC(F)(F)F)F